amino benzoate tetrabutyl-ammonium salt C(CCC)[N+](CCCC)(CCCC)CCCC.C(C1=CC=CC=C1)(=O)ON